6-bromo-2-thieno[3,2-c]pyridin-6-yl-quinazolin-4-one BrC=1C=C2C(NC(=NC2=CC1)C1=CC2=C(C=N1)C=CS2)=O